dicyclopentadienyl-bis-(2,6-difluorobenzene-1-yl)titanium C1(C=CC=C1)[Ti](C1=C(C=CC=C1F)F)(C1=C(C=CC=C1F)F)C1C=CC=C1